N-{[4-(1-methyl-1H-pyrazol-5-yl)-2,5-dioxoimidazolidin-4-yl]methyl}-4'-(trifluoromethyl)[biphenyl]-2-carboxamide CN1N=CC=C1C1(NC(NC1=O)=O)CNC(=O)C=1C(=CC=CC1)C1=CC=C(C=C1)C(F)(F)F